ClC=1NC2=CC=CC=C2C1C[C@@H](C)N(C)C (R)-1-(2-chloro-1H-indol-3-yl)-N,N-dimethylpropan-2-amine